3-(5-chloro-7-{[(furan-2-yl)methyl]amino}-3-methylthieno[3,2-b]pyridin-2-yl)-N-(3-methoxyphenyl)-D-alaninamide ClC1=CC(=C2C(=N1)C(=C(S2)C[C@@H](N)C(=O)NC2=CC(=CC=C2)OC)C)NCC=2OC=CC2